oxaldehydic acid C(C=O)(=O)O